BrC=1SC(=CC1C1=C(C(=CC=C1)F)F)C 2-bromo-3-(2,3-difluorophenyl)-5-methylthiophene